decane-4,7-dienal C(CCC=CCC=CCC)=O